BrC=1C=CC(=C(C1)C(C1=CC=CC=C1)P(OCC)(OCC)=O)O Diethyl ((5-bromo-2-hydroxyphenyl)(phenyl)methyl)phosphonate